(1S,2S)-N-(5-(5-chloro-6-fluoro-7-((R)-1-methoxypropan-2-yl)-1H-indazol-4-yl)pyrazolo[1,5-a]pyridin-2-yl)-2-fluorocyclopropane-1-carboxamide ClC=1C(=C2C=NNC2=C(C1F)[C@H](COC)C)C1=CC=2N(C=C1)N=C(C2)NC(=O)[C@H]2[C@H](C2)F